(R)-3-amino-4-(1-(4-((5-chloro-3-fluoropyridin-2-yl)oxy)phenyl)-1H-1,2,3-triazol-4-yl)butanoic acid hydrochloride Cl.N[C@@H](CC(=O)O)CC=1N=NN(C1)C1=CC=C(C=C1)OC1=NC=C(C=C1F)Cl